(S)-5-((N,N-dimethylsulfamoyl)glycyl)-N-((S)-3-oxo-1-((S)-2-oxopyrrolidin-3-yl)-4-(trifluoromethoxy)butan-2-yl)-5-azaspiro[2.4]heptane-6-carboxamide CN(S(=O)(=O)NCC(=O)N1CC2(CC2)C[C@H]1C(=O)N[C@@H](C[C@H]1C(NCC1)=O)C(COC(F)(F)F)=O)C